FC1=C2C(=CN=C1C1CCN(CC1)CC(C)(O)C)NC(=C2C(C)C)C=2C=C(C=1N(C2)N=CN1)C 1-(4-(4-fluoro-3-isopropyl-2-(8-methyl-[1,2,4]triazolo[1,5-a]pyridin-6-yl)-1H-pyrrolo[2,3-c]pyridin-5-yl)piperidin-1-yl)-2-methylpropan-2-ol